tantalum(V) butoxide [O-]CCCC.[Ta+5].[O-]CCCC.[O-]CCCC.[O-]CCCC.[O-]CCCC